C(=O)C1=C(OCC2=CC=C(C(=O)N(C)C)C=C2)C=CC=C1 4-((2-formylphenoxy)methyl)-N,N-dimethylbenzamide